4-(difluoro(3-isopropyl-4-(methoxymethoxy)phenyl)methyl)-3,5-dimethylphenol FC(C1=C(C=C(C=C1C)O)C)(C1=CC(=C(C=C1)OCOC)C(C)C)F